phenoxyquinazoline O(C1=CC=CC=C1)C1=NC2=CC=CC=C2C=N1